(3S)-5,6-dichloro-1'-[(1r,3r)-3-hydroxy-3-(hydroxymethyl)cyclobutanecarbonyl]-1H-spiro[indol-3,3'-pyrrolidin]-2-one ClC=1C=C2C(=CC1Cl)NC([C@]21CN(CC1)C(=O)C1CC(C1)(CO)O)=O